{1-{1-[(3,5-dichloropyridin-4-yl)methyl]piperidin-4-yl}-3-[4-(7H-pyrrolo[2,3-d]pyrimidin-4-yl)-1H-pyrazol-1-yl]azetidin-3-yl}acetonitrile ClC=1C=NC=C(C1CN1CCC(CC1)N1CC(C1)(N1N=CC(=C1)C=1C2=C(N=CN1)NC=C2)CC#N)Cl